anti-acridine C1=CC=CC2=NC3=CC=CC=C3C=C12